C(C)(C)(C)OC(=O)N1CC=2NC3=CC(=CC=C3C2CC1)[N+](=O)[O-] 7-nitro-1,3,4,9-tetrahydropyrido[3,4-b]indole-2-carboxylic acid tert-butyl ester